(4R)-benzyl-3-[(3R,4S)-1-benzyl-4-(4-trifluoromethylphenyl)-pyrrolidine-3-carbonyl]-oxazolidin-2-one C(C1=CC=CC=C1)[C@H]1N(C(OC1)=O)C(=O)[C@H]1CN(C[C@@H]1C1=CC=C(C=C1)C(F)(F)F)CC1=CC=CC=C1